3-(1-Methyl-7-((1-(pyrimidine-4-carbonyl)piperidin-4-yl)oxy)-1H-indazol-3-yl)-piperidine-2,6-dione CN1N=C(C2=CC=CC(=C12)OC1CCN(CC1)C(=O)C1=NC=NC=C1)C1C(NC(CC1)=O)=O